C1(=C(C(=CC(=C1)C)C)C1NC(CC1(C)C)(C)C)C 2-(mesityl)-3,3,5,5-tetramethylpyrrolidine